3,5,5-trimethyl-2-cyclohexene-1-one CC1=CC(CC(C1)(C)C)=O